ClC1=C(C=CC=C1)[C@H]([C@@H](C)C=1N(C(C(=C(N1)C(=O)NC=1C=NOC1)O)=O)C)C1=NC(=C(N=C1)C)C 2-((1s,2r)-1-(2-chlorophenyl)-1-(5,6-dimethylpyrazin-2-yl)propan-2-yl)-5-hydroxy-N-(isoxazol-4-yl)-1-methyl-6-oxo-1,6-dihydropyrimidine-4-carboxamide